D-Leucine-d10 [2H][C@@](C(=O)O)(C([2H])([2H])C([2H])(C([2H])([2H])[2H])C([2H])([2H])[2H])N